C(C)(C)(C)OC(=O)N1CCN(CC1)C1=C(C(=CC=C1)F)CNNS(=O)(=O)CC1=CC=CC=C1 (E)-4-(3-fluoro-2-((2-toluenesulfonylhydrazino)methyl)phenyl)piperazine-1-carboxylic acid tert-butyl ester